ClC1=NC(=C2C(=N1)N(N=C2)[C@H]2[C@@H]([C@@]([C@H](O2)CO)(O)C=2N=NNC2)O)N2C[C@@H]1[C@H](C2)CCC1 (2R,3S,4R,5R)-5-(6-chloro-4-((3aR,6aS)-hexahydrocyclopenta[c]pyrrol-2(1H)-yl)-1H-pyrazolo[3,4-d]pyrimidin-1-yl)-2-(hydroxymethyl)-3-(1H-1,2,3-triazol-4-yl)tetrahydrofuran-3,4-diol